C(C=C)(=O)O.OCC(C)(C)CO di(hydroxymethyl)propane acrylate